CN1N=CC=2C1=NC(=CC2N2CCC(CC2)C=2C(=NC(=CC2)N2CCNCC2)C)C 1,6-dimethyl-4-[4-(2-methyl-6-piperazin-1-yl-3-pyridyl)-1-piperidyl]pyrazolo[3,4-b]pyridine